CC1=C(OP(=O)(N[C@H](C(OCCC)=O)C)CC2=CC3=C(SC(=C3)C(=O)O)C=C2)C(=CC=C1)C 5-(((2,6-dimethylphenoxy)(((S)-1-oxo-1-propoxypropan-2-yl)amino)phosphoryl)methyl)benzo[b]thiophene-2-carboxylic acid